4-(4-aminophenoxy)pyridinecarboxamide NC1=CC=C(OC2=CC(=NC=C2)C(=O)N)C=C1